FC(C)(F)C1=C(C=O)C=C(C=N1)C1=CC(=C(C=C1)F)C(F)F 2-(1,1-difluoroethyl)-5-(3-(difluoromethyl)-4-fluorophenyl)nicotinaldehyde